BrC1=C(C=CC=C1)C=C bromo-2-vinyl-benzene